[Mg+2].C(C)(=O)[O-].C(C)(=O)[O-] Acetat Magnesium